FC1=CC=C(COC2=CC=C(C=C2)C2C(C2)NCC2CCN(CC2)C2N(C=CC=N2)O)C=C1 2-(4-(((2-(4-((4-Fluorobenzyl)oxy)phenyl)cyclopropyl)amino)methyl)piperidin-1-yl)-N-hydroxypyrimidine